FC(CNC=1C=NN(C1)C1=C(C=C(C=C1)[N+](=O)[O-])S(=O)(=O)NCC1=C(C=C(C=C1)OC)OC)F {4-[(2,2-difluoroethyl)amino]-1H-pyrazol-1-yl}-N-(2,4-dimethoxybenzyl)-5-nitro-benzenesulfonamide